2-methyl-6-(3'-(2-morpholinoethoxy)-[1,1'-biphenyl]-4-yl)-1H-benzo[d]imidazole-4-carboxylic acid CC1=NC2=C(N1)C=C(C=C2C(=O)O)C2=CC=C(C=C2)C2=CC(=CC=C2)OCCN2CCOCC2